5-[4-[(2-Ethylbenzoyl)amino]phenyl]-1H-naphthol C(C)C1=C(C(=O)NC2=CC=C(C=C2)C2=C3C=CCC(C3=CC=C2)O)C=CC=C1